(2R,3S)-2-((E)-3-(6-chloro-1H-indazol-1-yl)prop-1-en-1-yl)piperidin-3-ol dihydrochloride Cl.Cl.ClC1=CC=C2C=NN(C2=C1)C/C=C/[C@H]1NCCC[C@@H]1O